BrC1=C2CCC[C@@H](C2=CC=C1)NC=1N=C(C(=NC1C(F)(F)F)C#N)OC 5-{[(1s)-5-bromo-1,2,3,4-tetrahydronaphthalen-1-yl]Amino}-3-methoxy-6-(trifluoromethyl)pyrazine-2-carbonitrile